ClCCC(=C(C1=CC=C(C=C1)O)C1=CC=C(OCCN(C)CC=2C=C3CN(C(C3=CC2)=O)C2C(NC(CC2)=O)=O)C=C1)C1=CC=C(C=C1)O 3-(5-(((2-(4-(4-chloro-1,2-bis(4-hydroxyphenyl)but-1-en-1-yl)phenoxy)ethyl)(methyl)amino)methyl)-1-oxoisoindolin-2-yl)piperidine-2,6-dione